N1=CC(=CC=C1)C=1C=NC(=NC1)OC1CNCC1 3-((5-(pyridin-3-yl)pyrimidin-2-yl)oxy)pyrrolidin